BrC=1C=CC(=C(C(=O)OCC)C1)NC=C1C(OC(OC1=O)(C)C)=O Ethyl 5-bromo-2-(((2,2-dimethyl-4,6-dioxo-1,3-dioxan-5-ylidene)methyl)amino)benzoate